benzoquinonediiminium C1(C(C(C(C=C1)=O)=[NH2+])=[NH2+])=O